(S)-3-(2-amino-3-chloropyridin-4-yl)-7-(4-amino-2-oxa-8-azaspiro[4.5]decan-8-yl)quinazoline-2,4(1H,3H)-dione NC1=NC=CC(=C1Cl)N1C(NC2=CC(=CC=C2C1=O)N1CCC2([C@@H](COC2)N)CC1)=O